4-[1-[[4-[(3R)-3-(3-Fluorophenoxy)pyrrolidin-1-yl]tetrahydropyran-4-carbonyl]amino]cyclopropyl]benzoic acid, hydrochloride Cl.FC=1C=C(O[C@H]2CN(CC2)C2(CCOCC2)C(=O)NC2(CC2)C2=CC=C(C(=O)O)C=C2)C=CC1